NC1=C(N=CC2=C(C=CC=C12)C1=C(C=NC=C1)F)C(=O)NCCC 4-amino-8-(3-fluoropyridin-4-yl)-N-propylisoquinoline-3-carboxamide